1-(2-chlorophenyl)-7-cyclopropyl-4-((cyclopropylmethyl)amino)quinazolin-2(1H)-one ClC1=C(C=CC=C1)N1C(N=C(C2=CC=C(C=C12)C1CC1)NCC1CC1)=O